(R)-7-(Methoxymethyl)-4-((R)-3-(methylamino)pyrrolidin-1-yl)-7,8-dihydro-6H-pyrimido[5,4-b][1,4]oxazin-2-amine COC[C@H]1NC2=C(OC1)C(=NC(=N2)N)N2C[C@@H](CC2)NC